ClC=1C(=C(C=CC1C=1C=NN(C1C)CCOC)C1=CN=C(N1C)C(=O)NC1=CC(=C(C=C1)C(=O)N1CCNCC1)Cl)F 5-[3-chloro-2-fluoro-4-[1-(2-methoxyethyl)-5-methyl-pyrazol-4-yl]phenyl]-N-[3-chloro-4-(piperazine-1-carbonyl)phenyl]-1-methyl-imidazole-2-carboxamide